1-amino-2-bromo-6-(cyclopropylethynyl)-4-(methoxycarbonyl)pyridin-1-ium 2,4,6-trimethylbenzenesulfonate CC1=C(C(=CC(=C1)C)C)S(=O)(=O)[O-].N[N+]1=C(C=C(C=C1C#CC1CC1)C(=O)OC)Br